bis(tri-t-butylphosphino)palladium(0) C(C)(C)(C)P(C(C)(C)C)(C(C)(C)C)[Pd-2]P(C(C)(C)C)(C(C)(C)C)C(C)(C)C